CC=1C(NC(=NC1C)NC1=NC2=CC(=CC=C2C(=N1)C)OCCN1CCOCC1)=O 5,6-dimethyl-2-((4-methyl-7-(2-morpholinoethoxy)quinazolin-2-yl)amino)pyrimidin-4(3H)-one